(S)-4-hydroxy-2,7-dimethyl-6-((tetrahydrofuran-3-yl)oxy)pyrido[3,4-d]pyrimidin-7-ium trifluoromethanesulfonate salt FC(S(=O)(=O)[O-])(F)F.OC=1C2=C(N=C(N1)C)C=[N+](C(=C2)O[C@@H]2COCC2)C